butyladenosine phosphate P(=O)(O)(O)OC[C@@H]1[C@H]([C@H]([C@@](O1)(N1C=NC=2C(N)=NC=NC12)CCCC)O)O